3-amino-N-(prop-2-yn-1-yl)benzamide NC=1C=C(C(=O)NCC#C)C=CC1